N-(cyclohexanesulfonyl)-4-[(1S,4S,5R)-5-{[5-cyclopropyl-3-(2,6-dichlorophenyl)-1,2-oxazol-4-yl]methoxy}-2-azabicyclo[2.2.1]heptan-2-yl]benzamide C1(CCCCC1)S(=O)(=O)NC(C1=CC=C(C=C1)N1[C@@H]2C[C@H]([C@H](C1)C2)OCC=2C(=NOC2C2CC2)C2=C(C=CC=C2Cl)Cl)=O